5,6-dimethyl-9-(pyridin-3-yloxy)-6H-pyrido[4,3-b]carbazole CC1=C2C(=CC=3C=4C=C(C=CC4N(C13)C)OC=1C=NC=CC1)C=NC=C2